N-(4-(2-chlorophenyl)thiazol-2-yl)-3-(4-(methylsulfonyl)piperazine-1-carbonyl)cyclobutane-1-carboxamide ClC1=C(C=CC=C1)C=1N=C(SC1)NC(=O)C1CC(C1)C(=O)N1CCN(CC1)S(=O)(=O)C